hydroxy-6-octyloxypyridine-2(1H)-one ON1C(C=CC=C1OCCCCCCCC)=O